N1(C2C(N(CC1)C(=O)O)CSC2)C(=O)O.COC=2N=C1C(=CC=NC1=CC2OC)OC2=C(C=C(C=C2)NC(=O)C=2C=NC(=C(C2O)C=2SC=CC2C)C)F N-[4-[(6,7-dimethoxy-1,5-naphthyridin-4-yl)oxy]-3-fluorophenyl]-4-hydroxy-6-methyl-5-(3-methylthiophen-2-yl)pyridine-3-carboxamide hexahydrothieno[3,4-b]pyrazine-1,4-dicarboxylate